Methyl (2-((6-((R)-3-(2-ethoxyphenoxy)piperidin-1-yl)pyrazin-2-yl)amino)pyrimidin-4-yl)-L-Prolinate C(C)OC1=C(O[C@H]2CN(CCC2)C2=CN=CC(=N2)NC2=NC=CC(=N2)N2[C@@H](CCC2)C(=O)OC)C=CC=C1